5-[(1-methyl-4-piperidyl)methylcarbamoyl]benzene-1,3-dicarboxylic acid CN1CCC(CC1)CNC(=O)C=1C=C(C=C(C1)C(=O)O)C(=O)O